(5,6-difluoro-3-pyridinyl)boronic acid FC=1C=C(C=NC1F)B(O)O